C(=C)(P([O-])([O-])=O)P([O-])([O-])=O.[Na+].[Na+].[Na+].[Na+].ClC=1N=C(C2=CC(=CC=C2C1)OC)CCNC(C)=O N-(2-(3-chloro-7-methoxyisoquinolin-1-yl)ethyl)acetamide tetrasodium ethenylidenebis[phosphonate]